C(C)(C)C=1C(=NNC1C=1C=C(C=2N(C1)N=CN2)OC)C2=CC=C(C=C2)[C@H](C)NC (S)-1-(4-(4-isopropyl-5-(8-methoxy-[1,2,4]triazolo[1,5-a]pyridin-6-yl)-1H-pyrazol-3-yl)phenyl)-N-methylethan-1-amine